COC(=O)[C@H]1N(C(CC1)(O)C1=C(C=CC=C1)Cl)C(=O)OC(C)(C)C (2S)-5-(2-chlorophenyl)-5-hydroxypyrrolidine-1,2-dicarboxylic acid-1-tert-butyl ester 2-methyl ester